3'-fluoro-[1,1'-biphenyl]-4-ol FC=1C=C(C=CC1)C1=CC=C(C=C1)O